CN(C1=CC=C2C(=C(C(OC2=C1)=O)C=1C(=O)NC(C1)=O)C)C (7-Dimethylamino-4-Methylcoumarin-3-yl)Maleimide